C1(CCC2=CC=CC=C12)(N)N indanediamine